SC(CCS)SC(CCS)S Bis(1,3-dimercaptopropyl)sulfid